4-Amino-5-((2-methoxy-5-(4-(trifluoromethyl)phenoxy)phenyl)amino)-5-oxopentanoic acid NC(CCC(=O)O)C(=O)NC1=C(C=CC(=C1)OC1=CC=C(C=C1)C(F)(F)F)OC